(R)-2-(3-(4-((benzyloxy)carbonyl)phenoxy)-2-hydroxypropyl)-2H-tetrazole-5-carboxylic acid ethyl ester C(C)OC(=O)C=1N=NN(N1)C[C@H](COC1=CC=C(C=C1)C(=O)OCC1=CC=CC=C1)O